2-(2-chlorophenyl)morpholine hydrochloride Cl.ClC1=C(C=CC=C1)C1CNCCO1